1-(tert-butyl)-N-(((3R,4R)-3-methyl-1-(6-(1-methyl-1H-pyrazol-4-yl)pyrazolo[1,5-a]pyrazin-4-yl)piperidin-4-yl)methyl)-1H-1,2,3-triazole-4-carboxamide C(C)(C)(C)N1N=NC(=C1)C(=O)NC[C@H]1[C@H](CN(CC1)C=1C=2N(C=C(N1)C=1C=NN(C1)C)N=CC2)C